1,1,1,5,5,5-Hexamethyl-3,3-bis[(trimethylsilyl)oxy]-trisiloxane C[Si](O[Si](O[Si](C)(C)C)(O[Si](C)(C)C)O[Si](C)(C)C)(C)C